ClC1=C(C=CC=C1)[C@H]1CC[C@H](N1C(C1=CC=C(C=C1)N1C(CCCC1)=O)=O)C(=O)O (2s,5r)-5-(2-chlorophenyl)-1-(4-(2-oxopiperidin-1-yl)benzoyl)pyrrolidine-2-carboxylic acid